C(C)(C)(C)OC(=O)N1C(CC1)N1CCN(CC1)C(C1=CC(=C(C=C1)Cl)NC(NC(CC)=O)=O)=O {4-[4-chloro-3-(2,4-dioxo-1,3-diaza-hex-1-yl)benzoyl]piperazin-1-yl}azetidine-1-carboxylic acid tert-butyl ester